benzoic acid methyl ester hydrochloride Cl.COC(C1=CC=CC=C1)=O